4-(4-(diphenylamino)phenyl)-2,6-diphenylpyridine-3,5-dicarbonitrile C1(=CC=CC=C1)N(C1=CC=C(C=C1)C1=C(C(=NC(=C1C#N)C1=CC=CC=C1)C1=CC=CC=C1)C#N)C1=CC=CC=C1